(M)-3-amino-4-(3-hydroxy-2-methylphenyl)-7-methylquinoline-2-carboxamide NC=1C(=NC2=CC(=CC=C2C1C1=C(C(=CC=C1)O)C)C)C(=O)N